4-fluoro-5-methyl-8,14-dioxa-10,19,20-triazatetracyclo[13.5.2.12,6.018,21]tricosa-1(20),2,4,6(23),15,17,21-heptaen-9-one FC=1C=C2C3=NNC4=CC=C(OCCCNC(OCC(C1C)=C2)=O)C=C34